ClC=1C=C2C(=NC(=NC2=C(C1C1=CC(=CC2=CC=CC=C12)OCOC)F)CCCCN(C)C)N1C[C@H]2CC[C@@H](C1)N2C(=O)OC(C)(C)C tert-butyl (1R,5S)-3-((S or R)-6-chloro-2-(4-(dimethylamino) butyl)-8-fluoro-7-(3-(methoxymethoxy) naphthalen-1-yl) quinazolin-4-yl)-3,8-diazabicyclo[3.2.1]octane-8-carboxylate